OC(C)(C)C1=CC=CC(=N1)NC=1C2=C(N=C(N1)NC1=CC=C(C=C1)N1CCN(CC1)C)SC=C2C(=O)OC(C)CC sec-butyl 4-((6-(2-hydroxypropan-2-yl)pyridin-2-yl)amino)-2-((4-(4-methylpiperazin-1-yl)phenyl)amino)thieno[2,3-d]pyrimidine-5-carboxylate